(R)-N-(1-(4-chlorophenyl)-2,2,2-trifluoroethyl)-5-fluoropyridine-3-sulfonamide ClC1=CC=C(C=C1)[C@H](C(F)(F)F)NS(=O)(=O)C=1C=NC=C(C1)F